(3-(9H-carbazol-9-yl)-2-hydroxypropyl)piperidin-2-one C1=CC=CC=2C3=CC=CC=C3N(C12)CC(CN1C(CCCC1)=O)O